(S)-4-chloro-N-(6,6-dimethylpiperidin-3-yl)-5-trifluoromethylpyrimidin-2-amine ClC1=NC(=NC=C1C(F)(F)F)N[C@@H]1CNC(CC1)(C)C